tert-butyl N-[3,4-dichloro-1-(cyanomethoxy)-6,7,8,9-tetrahydropyrido[1,2-a]indol-7-yl]carbamate ClC1=CC(=C2C=C3N(C2=C1Cl)CC(CC3)NC(OC(C)(C)C)=O)OCC#N